3-(3,7-dimethylnona-2,6-dien-1-yl)-2,4-dihydroxy-6-pentylbenzoic acid CC(=CCC=1C(=C(C(=O)O)C(=CC1O)CCCCC)O)CCC=C(CC)C